FC=1C=2N(C=C(C1)C1=CNC=3N=C(N=CC31)NCC3(CCCCC3)F)N=CN2 5-(8-fluoro-[1,2,4]triazolo[1,5-a]pyridin-6-yl)-N-((1-fluorocyclohexyl)methyl)-7H-pyrrolo[2,3-d]pyrimidin-2-amine